5'-(1,2-dihexanoyl-sn-glycero-3-phospho)-6-thio-guanosine C(CCCCC)(=O)OC[C@@H](OC(CCCCC)=O)COP(=O)(O)OC[C@@H]1[C@H]([C@H]([C@@H](O1)N1C=NC=2C(=S)NC(N)=NC12)O)O